CN(CCOC=1C=C(C=CC1)NC(CC1=CNC2=CC(=CC=C12)F)=O)C N-(3-(2-(dimethylamino)ethoxy)phenyl)-2-(6-fluoro-1H-indol-3-yl)acetamide